2-[6-amino-5-[8-[2-[3-(5,5-difluoro-3-methyl-azepan-1-yl)prop-1-ynyl]-4-pyridyl]-3,8-diazabicyclo[3.2.1]octan-3-yl]pyridazin-3-yl]phenol NC1=C(C=C(N=N1)C1=C(C=CC=C1)O)N1CC2CCC(C1)N2C2=CC(=NC=C2)C#CCN2CC(CC(CC2)(F)F)C